2-cyano-ethyl-2-phenyl-imidazole C(#N)CCC=1N=C(NC1)C1=CC=CC=C1